ClC1=CC=C(C=C1)C=1C=NN(C1C1=C(C=CC=C1)C(F)(F)F)C1=CC=C(C(=O)NCCN2CCOCC2)C=C1 4-[4-(4-chlorophenyl)-5-[2-(trifluoromethyl)phenyl]pyrazol-1-yl]-N-(2-morpholinoethyl)-benzamide